Hydroxybutenyl-propionate OCCC=COC(CC)=O